FC1=CC(=C2C(NC(=NC2=C1)C1=CC(=C(C(=C1)C)OCOC)C)=O)OC 7-fluoro-5-methoxy-2-(4-methoxymethoxy-3,5-dimethyl-phenyl)-3H-quinazolin-4-one